O\N=C(/N)\C1=NC=C(C(=O)OC)C=C1 methyl (Z)-6-(N'-hydroxycarbamimidoyl)nicotinate